dimethyl 2,4-dimethylglutarate CC(C(=O)OC)CC(C(=O)OC)C